4-(6-Biphenyl-4-ylmethyl-4-cyano-3-hydroxy-pyridin-2-yl)-4-oxo-butyric acid C1(=CC=C(C=C1)CC1=CC(=C(C(=N1)C(CCC(=O)O)=O)O)C#N)C1=CC=CC=C1